C1(CC1)C=1C=CC=2N(C1)C=C(N2)CNC2=CC(=NC=N2)NC(=O)[C@@H]2[C@H](C2)N2C(C=CC(=C2)OC)=O |r| rac-(1S*,2S*)-N-(6-(((6-cyclopropylimidazo[1,2-a]pyridin-2-yl)methyl)amino)pyrimidin-4-yl)-2-(5-methoxy-2-oxopyridin-1(2H)-yl)cyclopropane-1-carboxamide